C1(CCCCC1)C1=CC=C(C=C1)C=1NC=2N(C(C1)=O)N=C(C2C(=O)N2CC(C2)CF)C(=O)N2CCCC2 5-(4-cyclohexylphenyl)-3-[3-(fluoromethyl)azetidine-1-carbonyl]-2-(pyrrolidine-1-carbonyl)-4H-pyrazolo[1,5-a]pyrimidin-7-one